C12C(CC(C(C1)CN=C=O)C2)CN=C=O bicyclo[2.2.1]heptane-2,5-diylbismethylene diisocyanate